4,6-dichloro-5-fluoro-1-(p-tolylsulfonyl)pyrrolo[2,3-b]pyridine ClC1=C2C(=NC(=C1F)Cl)N(C=C2)S(=O)(=O)C2=CC=C(C=C2)C